COC(/C(=C/C1=CC=C2C=CC=NC2=C1)/NC(=O)OCC1=CC=CC=C1)=O.BrC=1C=C(C=CC1)C1=CC=C(C=C1)C(C)(C)C 3-bromo-4'-(tert-butyl)biphenyl Methyl-(2Z)-2-{[(benzyloxy)carbonyl]amino}-3-(quinolin-7-yl)prop-2-enoate